(2s,4r)-4-methoxy-1-methyl-2-[(4-nitrophenoxy)methyl]pyrrolidine CO[C@@H]1C[C@H](N(C1)C)COC1=CC=C(C=C1)[N+](=O)[O-]